4-((2'S,3S,4'S,5'R)-1-(4-carboxyphenyl)-6-chloro-4'-(3-chloro-2-fluorophenyl)-2'-Neopentylspiro[indoline-3,3'-pyrrolidine]-5'-carboxamido)-3-methoxybenzoic acid C(=O)(O)C1=CC=C(C=C1)N1C[C@@]2([C@@H](N[C@H]([C@@H]2C2=C(C(=CC=C2)Cl)F)C(=O)NC2=C(C=C(C(=O)O)C=C2)OC)CC(C)(C)C)C2=CC=C(C=C12)Cl